(R)-3,5-difluoro-4-(((5,6,7,8-tetrahydroquinolin-8-yl)amino)methyl)benzonitrile FC=1C=C(C#N)C=C(C1CN[C@@H]1CCCC=2C=CC=NC12)F